ClC=1C=C2C(=NC1)NC=C2C2=C(N=CN2C)C 5-chloro-3-(1,4-dimethyl-1H-imidazol-5-yl)-1H-Pyrrolo[2,3-b]pyridine